C(#C)C1=C2C(=NNC2=CC=C1F)C1=C(C=2N=C(N=C(C2C=N1)N1CC2CCC(C1)O2)OC[C@]21CCCN1C[C@@H](C2)F)F 7-(4-ethynyl-5-fluoro-1H-indazol-3-yl)-8-fluoro-2-{[(2R,7aS)-2-fluorotetrahydro-1H-pyrrolizin-7a(5H)-yl]methoxy}-4-(8-oxa-3-azabicyclo[3.2.1]octan-3-yl)pyrido[4,3-d]pyrimidine